NC=1C=C(C(=CC1)C=1C(=CC(=CC1)N)O)O 4,4'-diamino-[1,1'-biphenyl]-2,2'-diol